F[B-](F)(F)F.[Li+].O1CCOCCO\C=C/OCC1 (Z)-1,4,7,10-tetraoxacyclododecan-8-ene lithium tetrafluoroborate